2,2-disilyltrisilane [SiH3][Si]([SiH3])([SiH3])[SiH3]